C(C)(C)(C)OC(=O)N1CC(C1)C=1SC(=CC1)S(=O)(=O)Cl 3-(5-(chlorosulfonyl)thiophen-2-yl)azetidine-1-carboxylic acid tert-butyl ester